C(C)(C)(C)C=1C=C(C=C(C1O)C(C)(C)C)CCC(=O)OCCCCCCCCCCCCCCCCCC stearyl 3-(3,5-di-tert-butyl-4-hydroxyphenyl)-propionate